5-((S)-4-Bromo-5-chloro-6-fluoro-2-phenyl-2,3-dihydrobenzofuran-2-yl)-1-(tert-butylsulfonyl)-3-methylpyrrolidin-3-ol BrC1=C(C(=CC2=C1C[C@](O2)(C2=CC=CC=C2)C2CC(CN2S(=O)(=O)C(C)(C)C)(O)C)F)Cl